7-[4-(dimethylamino)phenyl]-N-[1-(phenylmethyl)-4-piperidinyl]-1,6-naphthyridin-5-amine CN(C1=CC=C(C=C1)C=1N=C(C=2C=CC=NC2C1)NC1CCN(CC1)CC1=CC=CC=C1)C